NC1=NC=2C=C(C(=CC2C2=C1C=NN2C)C(=O)N2[C@H](COC[C@H]2C)C=2N=NC(=CC2)OC)F (4-amino-7-fluoro-1-methyl-1H-pyrazolo[4,3-c]quinolin-8-yl)((3S,5R)-3-(6-methoxy-3-pyridazinyl)-5-methyl-4-morpholinyl)methanone